(trans)-methyl 6-(1-((3-(tert-butoxycarbonyl)-cyclobutyl)sulfonyl)piperidin-4-yl)-4-(2-chloro-3,4-difluorophenyl)-2-(thiazol-2-yl)-1,4-dihydropyrimidine-5-carboxylate C(C)(C)(C)OC(=O)[C@@H]1C[C@H](C1)S(=O)(=O)N1CCC(CC1)C1=C(C(N=C(N1)C=1SC=CN1)C1=C(C(=C(C=C1)F)F)Cl)C(=O)OC